6-fluoro-8-(3-methoxy-2,6-dimethylphenyl)pyrido[3,4-d]pyrimidin-4(3H)-one FC1=CC2=C(N=CNC2=O)C(=N1)C1=C(C(=CC=C1C)OC)C